(S)-1-[3,5-dimethoxy-2-(4,4,5,5-tetramethyl-1,3,2-dioxaborolan-2-yl)phenyl]propan-2-yl acetate C(C)(=O)O[C@H](CC1=C(C(=CC(=C1)OC)OC)B1OC(C(O1)(C)C)(C)C)C